FC=1C=C2C(CCOC2=C(C1O[C@@H](C1=CC=NC=C1)C1=CC(=CC=C1)F)C)=O (S)-6-fluoro-7-((3-fluorophenyl)(pyridin-4-yl)methoxy)-8-methylchroman-4-one